3-(5-(difluoromethyl)-1,3,4-thiadiazol-2-yl)-N-(1-(difluoromethyl)cyclopropyl)-8-(2-oxa-7-azaspiro[3.5]nonan-7-yl)imidazo[1,5-a]pyridine-6-sulfonamide FC(C1=NN=C(S1)C1=NC=C2N1C=C(C=C2N2CCC1(COC1)CC2)S(=O)(=O)NC2(CC2)C(F)F)F